4-[(3S,5S)-1-[7,7-dimethyl-8-oxo-8-(4-pentylnonoxy)octyl]-5-[8-(1-octylnonoxy)-8-oxo-octoxy]carbonylpyrrolidin-3-yl]oxy-4-oxo-butanoic acid CC(CCCCCCN1C[C@H](C[C@H]1C(=O)OCCCCCCCC(=O)OC(CCCCCCCC)CCCCCCCC)OC(CCC(=O)O)=O)(C(OCCCC(CCCCC)CCCCC)=O)C